The molecule is a trisaccharide that is D-galactopyranose in which the hydroxy groups at positions 3 and 4 have been converted to the beta-D-glucopyranosyl and alpha-D-glucopyranosyl derivatives, respectively. C([C@@H]1[C@H]([C@@H]([C@H]([C@H](O1)O[C@H]2[C@H](OC([C@@H]([C@H]2O[C@H]3[C@@H]([C@H]([C@@H]([C@H](O3)CO)O)O)O)O)O)CO)O)O)O)O